(3S,4S)-3-(5-amino-2-fluoro-4-(((1S,2S)-2-methylcyclopropyl)amino)benzamido)-4-fluoropiperidine-1-carboxylic acid tert-butyl ester C(C)(C)(C)OC(=O)N1C[C@@H]([C@H](CC1)F)NC(C1=C(C=C(C(=C1)N)N[C@@H]1[C@H](C1)C)F)=O